2-(4-(2-(3,4-dimethoxyphenyl)-3-isopropyl-1H-indol-5-yl)piperidin-1-yl)ethan-1-amine COC=1C=C(C=CC1OC)C=1NC2=CC=C(C=C2C1C(C)C)C1CCN(CC1)CCN